[Fe].[Ca].[As] arsenic-calcium-iron